BrC=1C=C2C(=NN(C2=CC1)C)C(=O)C1CC1 (5-Bromo-1-methyl-1H-indazol-3-yl)(cyclopropyl)methanone